C(C)(=O)OC1=C(OC(=C1O)C1=CC=C(C=C1)Cl)NS(=O)(=O)C N-(3-acetoxy-4-hydroxy-5-(4-chlorophenyl)-2-furanyl)methanesulfonamide